N-(2-Carbamoyl-4-iodo-3-methyl-1H-pyrrol-1-yl)-1-methyl-1H-imidazole-2-carboxamide C(N)(=O)C=1N(C=C(C1C)I)NC(=O)C=1N(C=CN1)C